2-(3-(3-((4-Methyl-4H-1,2,4-triazol-3-yl)methyl)oxetan-3-yl)phenyl)-6-(4-methyl-4,7-diazaspiro[2.5]octan-7-yl)-4-(trifluoromethyl)isoindolin-1-one CN1C(=NN=C1)CC1(COC1)C=1C=C(C=CC1)N1C(C2=CC(=CC(=C2C1)C(F)(F)F)N1CCN(C2(CC2)C1)C)=O